COC1=CC=C(C=N1)NC(=O)C1=CC2=C(NC(=N2)C2=CC=C(C=C2)N(C)C)C=C1 2-(4-Dimethylaminophenyl)-1H-benzoimidazole-5-carboxylic acid (6-methoxy-pyridin-3-yl)-amide